(R)-3-(4-(4-(1-((R)-2,2-dimethylcyclopentyl)-1H-pyrazol-4-yl)pyrazolo[1,5-a]pyrazin-6-yl)-1H-pyrazol-1-yl)propane-1,2-diol CC1([C@@H](CCC1)N1N=CC(=C1)C=1C=2N(C=C(N1)C=1C=NN(C1)C[C@H](CO)O)N=CC2)C